C1(C#CCCCCC1)OCC 2-(cyclooct-2-yn-1-yloxy)ethan